tert-butyl 3-(((3-cyano-4-(4,4,5,5-tetramethyl-1,3,2-dioxaborolan-2-yl)pyrazolo[1,5-a]pyridin-6-yl)oxy)methyl)-3-fluoropyrrolidine-1-carboxylate C(#N)C=1C=NN2C1C(=CC(=C2)OCC2(CN(CC2)C(=O)OC(C)(C)C)F)B2OC(C(O2)(C)C)(C)C